C1(CC1)[C@@H](NC(=O)[C@@H]1N([C@@H]2C[C@@H]2C1)C(=O)C1=CC(=NC=C1)S(=O)(=O)C1CC1)C1=CC(=C(C=C1)C(F)(F)F)F (1R,3R,5R)-N-((R)-cyclopropyl(3-fluoro-4-(trifluoromethyl)phenyl)methyl)-2-((2-(cyclopropylsulfonyl)-4-pyridinyl)carbonyl)-2-azabicyclo[3.1.0]hexane-3-carboxamide